C(N)(=O)C=1C=C(C=CC1)N1N=CC(=C1)C=1C=C(CNC(=O)C2=C3NC(=NC3=NC=N2)C2CCCC2)C=C(C1)F N-(3-(1-(3-carbamoylphenyl)-1H-pyrazol-4-yl)-5-fluorobenzyl)-8-cyclopentyl-7H-purine-6-carboxamide